7-chloro-N-[5-(2,2-difluoroethoxy)-3-fluoro-6-methoxy-2-pyridyl]imidazo[1,2-a]pyridine-3-sulfonamide ClC1=CC=2N(C=C1)C(=CN2)S(=O)(=O)NC2=NC(=C(C=C2F)OCC(F)F)OC